CC1=CC=CC(=N1)NC1=CC(=C(C=C1)[N+](=O)[O-])C 6-methyl-N-(3-methyl-4-nitrophenyl)pyridin-2-amine